C(C)(C)(C)OC(=O)C1CN(CC1)C methyl-pyrrolidine-3-carboxylic acid tert-butyl ester